1-(4-(3-((2-(trifluoromethyl)pyridin-4-yl)oxy)benzyl)piperazine-1-carbonyl)-1H-pyrazole-3-carboxylic acid FC(C1=NC=CC(=C1)OC=1C=C(CN2CCN(CC2)C(=O)N2N=C(C=C2)C(=O)O)C=CC1)(F)F